[Li].C1(=CC=CC=C1)P(C1=CC=CC=C1)CC1=C(C=CC=C1)C1=C(C=CC=C1)CP(C1=CC=CC=C1)C1=CC=CC=C1 2,2'-bis-(diphenylphosphinomethyl)-1,1'-biphenyl lithium salt